COC1=C(C=C(C=C1)NC1=NC(=NC=C1)NCOC(=O)N1CCCCC1)OCCCN1CCCC1 [[4-([4-methoxy-3-[3-(pyrrolidin-1-yl)propoxy]phenyl] amino)pyrimidin-2-yl] amino methyl]piperidine-1-carboxylate